O[C@@H]1[C@@H](O)[C@@H](O)[C@@H](O)CO1 β-L-ribopyranose